CN1C(=CC(C2=CC=C(C=C12)C(=O)O)=O)C(F)(F)F 1-methyl-4-oxo-2-(trifluoromethyl)-1,4-dihydroquinoline-7-carboxylic acid